(S)-(1-(2-chloro-6,7-dihydro-5H-cyclopenta[d]pyrimidin-4-yl)pyrrolidin-2-yl)methanol ClC=1N=C(C2=C(N1)CCC2)N2[C@@H](CCC2)CO